tert-butyl (3S,4S)-3-[benzyl(methyl)amino]-4-methyl-pyrrolidine-1-carboxylate C(C1=CC=CC=C1)N([C@@H]1CN(C[C@@H]1C)C(=O)OC(C)(C)C)C